N1=C(C=CC=C1)CNCC=1C=C(OCCCCN2C(C3=CC=CC=C3C2=O)=O)C=C(C1)CNCC1=NC=CC=C1 2-(4-(3,5-Bis(((pyridin-2-ylmethyl)amino)methyl)phenoxy)butyl)isoindoline-1,3-dione